OC1=CC=C(C=C1)C1=NN=CC2=CC=CC=C12 4-(4-hydroxyphenyl)-2,3-naphthyridine